1-(oxetan-2-ylmethyl)-1H-benzo[d]imidazol-6-carboxylate O1C(CC1)CN1C=NC2=C1C=C(C=C2)C(=O)[O-]